7,7'-(4-bromo-[1,1'-biphenyl]-3,5-diyl)bis(7H-dibenzo[b,g]carbazole) BrC1=C(C=C(C=C1N1C2=CC=C3C(=C2C=2C=C4C(=CC12)C=CC=C4)C=CC=C3)C3=CC=CC=C3)N3C4=CC=C1C(=C4C=4C=C2C(=CC34)C=CC=C2)C=CC=C1